C(C)[C@H]1OC2=C(CN(C1)C(=O)OC(C)(C)C)C=CC=1CCCCC12 tert-butyl (R)-2-ethyl-2,3,8,9,10,11-hexahydronaphtho[2,1-f][1,4]oxazepine-4(5H)-carboxylate